CC1(C(CC1)O)O 1-methylcyclobutane-1,2-diol